C(#N)C[C@H]1N(CC[C@@H](C1)N1N=NC=2C(=NC=3C(=C(C(=CC3C21)C)C2=C(C(=CC=C2)C)C)F)S(=O)C)C(=O)OC(C)(C)C tert-butyl (2S,4S)-2-(cyanomethyl)-4-(7-(2,3-dimethylphenyl)-6-fluoro-8-methyl-4-(methylsulfinyl)-1H-[1,2,3]triazolo[4,5-c]quinolin-1-yl)piperidine-1-carboxylate